C(C)(C)(C)OC(=O)NCCCCCC(=O)O N-(t-butoxycarbonyl)-6-aminocaproic acid